3H-[1,2,3]triazolo[4,5-b]pyridin-3-yl 4-(bis(4H-benzo[d][1,3]dioxin-6-yl)methyl)piperazine-1-carboxylate O1COCC2=C1C=CC(=C2)C(N2CCN(CC2)C(=O)ON2N=NC=1C2=NC=CC1)C1=CC2=C(OCOC2)C=C1